2-[[1-[2-(4-chlorophenyl)acetyl]azetidin-3-yl]methyl]-6-(3,5-dimethylpyrazol-1-yl)pyridazin-3-one ClC1=CC=C(C=C1)CC(=O)N1CC(C1)CN1N=C(C=CC1=O)N1N=C(C=C1C)C